3-(7-(2-difluoromethoxyphenyl)-4-oxo-1-((3-(trifluoromethyl)phenyl)sulfonyl)-1,2-dihydroquinazolin-3(4H)-yl)-2,2-dimethylpropionic acid FC(OC1=C(C=CC=C1)C1=CC=C2C(N(CN(C2=C1)S(=O)(=O)C1=CC(=CC=C1)C(F)(F)F)CC(C(=O)O)(C)C)=O)F